The molecule is a proline derivative that is 4-(phenylsulfanyl)-L-proline in which the amine proton is replaced by a (2S)-3-(benzoylsulfanyl)-2-methylpropanoyl group. A prodrug for zofenoprilat. It has a role as an EC 3.4.15.1 (peptidyl-dipeptidase A) inhibitor, an apoptosis inhibitor, a cardioprotective agent, an anticonvulsant, a prodrug and a vasodilator agent. It is a thioester, a N-acyl-L-amino acid, an aryl sulfide and a L-proline derivative. It is a conjugate acid of a zofenopril(1-). C[C@H](CSC(=O)C1=CC=CC=C1)C(=O)N2C[C@H](C[C@H]2C(=O)O)SC3=CC=CC=C3